(2R,4R)-Benzyl 4-((tert-butyldimethylsilyl)oxy)-2-(hydroxymethyl)pyrrolidine-1-carboxylate [Si](C)(C)(C(C)(C)C)O[C@@H]1C[C@@H](N(C1)C(=O)OCC1=CC=CC=C1)CO